3-(tert-butyl)-N-phenylaniline C(C)(C)(C)C=1C=C(NC2=CC=CC=C2)C=CC1